CN1C(N(C2=NC(=NC=C12)C(=O)OC)C1CCOCC1)=O Methyl 7-methyl-8-oxo-9-(tetrahydro-2H-pyran-4-yl)-8,9-dihydro-7H-purine-2-carboxylate